(5-trifluoromethylpyridin-2-yl)-1,3,4-thiadiazol-2-amine FC(C=1C=CC(=NC1)C1=NN=C(S1)N)(F)F